CC1(CC=2C=3C=NNC(C3SC2C1)=O)C 4,4-Dimethyl-7-thia-10,11-diazatricyclo[6.4.0.02,6]dodeca-1(8),2(6),11-trien-9-one